4-{2-[(1R,2R)-(2,5-difluorophenyl)-2-hydroxy-1-methyl-3-(1H-1,2,4-triazol-1-yl)propyl]-1,3-thiazol-4-yl}benzonitrile hydrobromide Br.FC1=C(C=C(C=C1)F)C([C@@H]([C@@H](C)C=1SC=C(N1)C1=CC=C(C#N)C=C1)O)N1N=CN=C1